BrC1=CC=C2C(N(CNC2=C1)CCOC)=O 7-bromo-3-(2-methoxyethyl)-2,3-dihydroquinazolin-4(1H)-one